tert-butyl (R)-4-(4-methyl-3-(tetradecylcarbamoyl)piperazine-1-carbonyl)benzoate CN1[C@H](CN(CC1)C(=O)C1=CC=C(C(=O)OC(C)(C)C)C=C1)C(NCCCCCCCCCCCCCC)=O